BrC=1C=C2C(N(C(C2=CC1)(C1=CC=C(C=C1)Cl)OCC1(CC1)C#N)C1=CC=C(C=C1)Cl)=O 1-(((5-bromo-2-(4-chlorophenyl)-1-(4-chlorophenyl)-3-oxoisoindolin-1-yl)oxy)methyl)cyclopropane-1-carbonitrile